C1(=CC=CC=C1)C1=CC=C(N1)CCC(=O)O 3-(5-phenyl-1H-pyrrol-2-yl)propanoic acid